CC(C)(C)[S@@](=O)NC(C)C=1C=C2CCN(C2=CC1)C(C1=CC(=CC=C1)C#N)=O (R)-2-methyl-N-(1-(1-(3-cyanobenzoyl)-2,3-dihydro-1H-indol-5-yl)ethyl)propane-2-sulfinamide